diethyl (4-(((6,7-dimethoxyquinazolin-4-yl)amino)methyl)phenyl)-phosphonate COC=1C=C2C(=NC=NC2=CC1OC)NCC1=CC=C(C=C1)P(OCC)(OCC)=O